3'-methylsulfanylspiro[1,3-dioxolane-2,5'-6,7-dihydro-4H-2-benzothiophene]-1'-carboxylic acid CSC=1SC(=C2C1CC1(CC2)OCCO1)C(=O)O